bis(p-trimethylsilylphenyl)methylene(2,7-di-t-butylfluorenyl)(cyclopentadienyl)hafnium C[Si](C1=CC=C(C=C1)C(=[Hf](C1C=CC=C1)C1=C(C=CC=2C3=CC=C(C=C3CC12)C(C)(C)C)C(C)(C)C)C1=CC=C(C=C1)[Si](C)(C)C)(C)C